C(C)(C)C1N2C(C3=CC(=C(C=C3C1)OCCCOC)OC)=C(C(C(=C2)C(=O)O)=O)[N+](=O)[O-] 6-isopropyl-10-methoxy-9-(3-methoxypropoxy)-1-nitro-2-oxo-6,7-dihydro-2H-pyrido[2,1-a]isoquinoline-3-carboxylic acid